C1(CC1)C1=NC=CC(=C1)C1=NOC(=N1)C(C)NC(C1=CC(C(=O)N(C)C)=CC=C1)=O N1-(1-(3-(2-cyclopropylpyridin-4-yl)-1,2,4-oxadiazol-5-yl)ethyl)-N3,N3-dimethylisophthalamide